(S)-1-(7-(1-(4-chlorobenzyl)piperidin-3-yl)-2-methylpyrazolo[1,5-a]pyrimidin-3-yl)-N-((tetrahydro-2H-pyran-4-yl)methyl)methylamine ClC1=CC=C(CN2C[C@H](CCC2)C2=CC=NC=3N2N=C(C3CNCC3CCOCC3)C)C=C1